C(C)OC1=CN=CC(=N1)C=1C=C2CN(C(C2=CC1)=O)[C@@H](CC)C=1N=C(SC1)NS(=O)(=O)C1CC1 (S)-N-(4-(1-(5-(6-ethoxypyrazin-2-yl)-1-oxoisoindolin-2-yl)propyl)thiazol-2-yl)cyclopropanesulfonamide